NC[C@H]1NC([C@H](SCC1)C1=CC(=CC=C1)OC1CCCCC1)=O (2R,5S)-5-(aminomethyl)-2-[3-(cyclohexoxy)phenyl]-1,4-thiazepan-3-one